2-((2S)-1-acryloyl-4-(1-methyl-2'-(((S)-1-methylpyrrolidin-2-yl)methoxy)-2-oxo-5',8'-dihydro-6'H-spiro[indoline-3,7'-quinazolin]-4'-yl)piperazin-2-yl)acetonitrile C(C=C)(=O)N1[C@H](CN(CC1)C1=NC(=NC=2CC3(CCC12)C(N(C1=CC=CC=C13)C)=O)OC[C@H]1N(CCC1)C)CC#N